N[C@H]1C[C@@H](CC1)NC(=O)C1=CC2=C(C(N(C=C2C2=CC(=CC(=C2)C)OC2=C(C=C(C=C2C)Cl)C)C)=O)N1 N-((1R,3R)-3-aminocyclopentyl)-4-(3-(4-chloro-2,6-dimethylphenoxy)-5-methylphenyl)-6-methyl-7-oxo-6,7-dihydro-1H-pyrrolo[2,3-c]pyridine-2-carboxamide